(±)-2-(Trifluoromethyl)piperazine FC([C@@H]1NCCNC1)(F)F |r|